isobutyl-methyl-[(3R)-3-[6-(dimethylsulfamoylamino)-3-pyridyl]-3-[[(7S)-7-tert-butyl-5,6,7,8-tetrahydrothiazolo[5,4-b]quinoline-2-carbonyl]amino]propyl]ammonium C(C(C)C)[NH+](CC[C@@H](NC(=O)C=1SC2=NC=3CC[C@@H](CC3C=C2N1)C(C)(C)C)C=1C=NC(=CC1)NS(N(C)C)(=O)=O)C